Ethyl 5-amino-1h-pyrazole-3-carboxylate NC1=CC(=NN1)C(=O)OCC